NC1=C(C(=NC=N1)OC=1C=C(C=CC1)NC(C=C)=O)C1=CC(=C(C=C1)OCC1=CC=CC=C1)F N-{3-[6-Amino-5-(4-benzyloxy-3-fluoro-phenyl)-pyrimidin-4-yloxy]-phenyl}-acrylamide